C1=CC(=C(C=C1N)C=O)O The molecule is a member of the class of benzaldehydes that is salicylaldehyde in which the hydrogen para- to the hydroxy group is substituted by an amino group. It is a member of benzaldehydes, a member of phenols, a substituted aniline and a primary amino compound. It derives from a salicylaldehyde.